COC=1C=C(C=CC1OC)C1=CC=NC=2N1N=C(C2)C(=O)Cl 7-(3,4-dimethoxyphenyl)pyrazolo[1,5-a]pyrimidine-2-carbonyl chloride